COC=1C2=C(N=CN1)N(C=C2)CC2=CC=C(C=C2)B(O)O 4-((4-methoxypyrrolo[2,3-d]pyrimidin-7-yl)methyl)phenylboronic acid